4-(4-methylpiperazin-1-yl)-3-propoxyaniline CN1CCN(CC1)C1=C(C=C(N)C=C1)OCCC